C1(CC2C(CC1)O2)C(C(C)(C)[Si](OCC)(OCC)OCC)(OCC)C (beta-(3,4-Epoxycyclohexyl)trimethylethoxyethyl)triethoxysilane